C(C1=CC=CC=C1)O[C@@H]1[C@H]([C@H]([C@@H](O[C@H]1C)O[C@H]1[C@H](OCC=C)O[C@H]([C@@H]([C@H]1OCC1=CC=CC=C1)OCC1=CC=CC=C1)C)O)OCC1=CC=C(C=C1)OC Allyl (4-O-benzyl-3-O-para-methoxybenzyl-α-L-rhamnopyranosyl)-(1→2)-3,4-di-O-benzyl-α-L-rhamnopyranoside